N1N=C(C2=C1CSCC2)C(=O)O 1,4,5,7-Tetrahydrothiopyrano[3,4-c]pyrazole-3-carboxylic acid